(3R)-2-tert-butoxycarbonyl-3,4-dihydro-1H-isoquinoline-3-carboxylic acid C(C)(C)(C)OC(=O)N1CC2=CC=CC=C2C[C@@H]1C(=O)O